5-chloro-6-((3,3-dimethyl-2,3-dihydrobenzofuran-4-yl)oxy)pyridin-3-amine ClC=1C=C(C=NC1OC1=CC=CC2=C1C(CO2)(C)C)N